ClC=1C=C(C=CC1)[C@@H]1[C@H](C1)C(=O)N[C@H](C)C=1N=NN(C1)CC=1N=C2N(C=C(C=C2)C2CC2)C1 |o1:7,8| (1S*,2S*)-2-(3-chlorophenyl)-N-((R)-1-(1-((6-cyclopropylimidazo[1,2-a]pyridin-2-yl)methyl)-1H-1,2,3-triazol-4-yl)ethyl)cyclopropane-1-carboxamide